C1(CC1)N1C(C2=CC(=CC=C2C1)C1=NC(=CC=C1C=1C=NN(C1)CC1=C(C=CC=C1)F)C)=O 2-cyclopropyl-6-{3-[1-(2-fluorobenzyl)-1H-pyrazol-4-yl]-6-methylpyridin-2-yl}-2,3-dihydro-1H-isoindol-1-one